N2-(2,3-dihydrobenzofuran-3-ylmethyl)-6-(1-tetrahydropyran-2-yl-indazol-6-yl)-1,3,5-triazine-2,4-diamine O1CC(C2=C1C=CC=C2)CNC2=NC(=NC(=N2)N)C2=CC=C1C=NN(C1=C2)C2OCCCC2